C(C)N(C=NC1=C(C=C(C(=C1)C)C1(COC1)OCC1=CC=C(C=C1)F)F)C N-ethyl-N'-(2-fluoro-4-(3-((4-fluorobenzyl)oxy)oxetan-3-yl)-5-methylphenyl)-N-methylformimidamide